O1C(CCCC1)N1N=CC(=C1)N1C=C(N=CC1=O)C(=O)OC methyl 4-[1-(oxan-2-yl)pyrazol-4-yl]-5-oxopyrazine-2-carboxylate